C(CCC)NC1=NN2C(C(=N1)N)=NC=C2CC2=CC=C(C=C2)C2CCNCC2 N2-Butyl-7-(4-(piperidin-4-yl)benzyl)imidazo[2,1-f][1,2,4]triazin-2,4-diamin